2-chloropyrazolo[1,5-a]pyrimidin-5-ol ClC1=NN2C(N=C(C=C2)O)=C1